4-hydroxycyclohexane-1-carboxamide OC1CCC(CC1)C(=O)N